N-(1-(4-(trifluoromethyl)-phenyl)-1,2,3,4-tetrahydro-quinolin-3-yl)propiolamide FC(C1=CC=C(C=C1)N1CC(CC2=CC=CC=C12)NC(C#C)=O)(F)F